pyromellitic acid diimide lithium salt [Li+].C(C=1C(C(=O)[O-])=CC(C(=O)[O-])=C(C([O-])=N)C1)([O-])=N.[Li+].[Li+].[Li+]